1-ethyl-3-[3-(dimethylamino)propyl]urea C(C)NC(=O)NCCCN(C)C